1-(1-(2-(methylsulfonyl)ethyl)piperidin-4-yl)-1,3-dihydro-2H-benzo[d]imidazol-2-one CS(=O)(=O)CCN1CCC(CC1)N1C(NC2=C1C=CC=C2)=O